methyl (1s,4s)-4-(methanesulfonyloxy)cyclohexane-1-carboxylate CS(=O)(=O)OC1CCC(CC1)C(=O)OC